CN1CCN(CC1)CC1=CC(=C(C(=C1)N)N)C(F)(F)F 5-[(4-methylpiperazin-1-yl)methyl]-3-(trifluoromethyl)benzene-1,2-diamine